NCCCCNC(=N)N N-(4-aminobutyl)guanidine